N-(2-oxo-2-((2'-oxo-1,1',2',3-tetrahydrospiro[indene-2,3'-pyrrolo[2,3-b]pyridin]-5-yl)amino)ethyl)piperidine-4-carboxamide O=C(CNC(=O)C1CCNCC1)NC=1C=C2CC3(C(NC4=NC=CC=C43)=O)CC2=CC1